OC1=CC(N(N=C1C)C)=O 5-hydroxy-2,6-dimethyl-pyridazin-3-one